2-((4-methoxybenzyl)amino)cyclopent-1-ene-1-carbonitrile COC1=CC=C(CNC2=C(CCC2)C#N)C=C1